di(propylamino)silane C(CC)N[SiH2]NCCC